BrC=1C=C(C=C2C(N(C(=NC12)[C@@H]1OCCC1)C1CC1)=O)F 8-bromo-3-cyclopropyl-6-fluoro-2-[(2R)-tetrahydrofuran-2-yl]quinazolin-4-one